FC=1C(=NC=C(C1)F)NC(C1=CC=CC=C1)=O N-(3,5-difluoro-2-pyridinyl)benzamide